COC(=O)C=1C=CC2=C(N(C(=N2)CC2=C(C=C(C=C2)C2=NC(=CC=C2)OCC2=CC=CC=C2)F)CCOC)C1 2-(4-(6-(benzyloxy)pyridin-2-yl)-2-fluorobenzyl)-1-(2-methoxyethyl)-1H-benzo[d]Imidazole-6-carboxylic acid methyl ester